Desoxy-5'-amino-guanosine NC([C@@H]1[C@H](C[C@@H](O1)N1C=NC=2C(=O)NC(N)=NC12)O)O